(2S)-2-[but-3-enyl(9H-fluoren-9-ylmethoxycarbonyl)amino]-3-(p-tolyl)propanoic acid C(CC=C)N([C@H](C(=O)O)CC1=CC=C(C=C1)C)C(=O)OCC1C2=CC=CC=C2C=2C=CC=CC12